CC1=C2COC(C2=CC=C1[C@@H]1CN(CC(N1)=O)CC=1C=NC(=CC1)N1C=NC(=C1)C)=O (R)-6-(4-methyl-1-oxo-1,3-dihydroisobenzofuran-5-yl)-4-((6-(4-methyl-1H-imidazol-1-yl)pyridin-3-yl)methyl)piperazin-2-one